4-(3,8-diazabicyclo[3.2.1]-octan-3-yl)-6-fluoro-7-(3-hydroxynaphthalen-1-yl)-1-(2-isopropyl-4-methylpyridin-3-yl)pyrido[2,3-d]pyrimidin-2(1H)-one C12CN(CC(CC1)N2)C=2C1=C(N(C(N2)=O)C=2C(=NC=CC2C)C(C)C)N=C(C(=C1)F)C1=CC(=CC2=CC=CC=C12)O